O(S(=O)(=O)C(F)(F)F)C1=CC2=C(N(CC(CS2(=O)=O)(CC)CCCC)C2=CC=C(C=C2)F)C=C1OC 3-Butyl-3-ethyl-5-(4-fluorophenyl)-7-methoxy-1,1-dioxido-2,3,4,5-tetrahydro-1,5-benzothiazepin-8-yl triflate